16-hydroxy-4,6,8,10,12,14-hexamethylheptadecyl decyloxymethyl ether C(CCCCCCCCC)OCOCCCC(CC(CC(CC(CC(CC(CC(C)O)C)C)C)C)C)C